C1(CCCCCC1)[C@@H](C(=O)NC1=NC=C(C=C1)C1=C(C=NN1C)C)NC(=O)C=1C(=NOC1)C (S)-N-(1-Cycloheptyl-2-((5-(1,4-dimethyl-1H-pyrazol-5-yl)pyridin-2-yl)amino)-2-oxoethyl)-3-methylisoxazole-4-carboxamide